4-(allyloxy)-4-oxobutanoic acid C(C=C)OC(CCC(=O)O)=O